ClC1=CC=C(S1)C1=C(C(=NN1C)NC(=O)C1(CC1)C(F)(F)F)C1CCC1 N-(5-(5-chlorothiophen-2-yl)-4-cyclobutyl-1-methyl-1H-pyrazol-3-yl)-1-(trifluoromethyl)cyclopropane-1-carboxamide